CC1N(C2=CC=CC=C2CC1)CC(=O)N1CCCCC1 2-(2-methyl-3,4-dihydroquinolin-1(2H)-yl)-1-(piperidin-1-yl)ethan-1-one